C(CC1=CC=CC=C1)OC=1C=CC2=C(O[C@@H](CO2)CNC(=O)C=2OC(=CC2)CN2CCN(CC2)C)C1 5-(4-Methyl-piperazin-1-ylmethyl)-furan-2-carboxylic acid ((R)-7-phenethyloxy-2,3-dihydro-benzo[1,4]dioxin-2-ylmethyl)-amide